N1CCN(CC1)CCN 4-piperazineethylamine